sulfonyl-2-methyl-thiazole S(=O)(=O)=S1C(=NC=C1)C